NC=1NC2=C(N1)C=CC(=C2)N 2,5-diaminobenzimidazole